C(C)(C)(C)OC(=O)N(C=1C=2N(C3=CC(=C(C=C3N1)F)C(=O)OC)C=NC2)C(=O)OC(C)(C)C methyl 4-(bis(tert-butoxycarbonyl)amino)-7-fluoroimidazo[1,5-a]quinoxaline-8-carboxylate